METHOXYAMIN HYDROCHLORID Cl.CON